C(C)(C)SP(=S)(O)O.C1(=CC=CC=C1)SC=C vinyl phenyl thioether isopropyl-dithiophosphate